FC1(CCC(CC1)[C@H](NC(=O)C1=C(N=CO1)CC)C=1OC2=C(N1)C=C(C=C2)[C@@H](COC)N2C(N[C@@H](C2)C(F)(F)F)=O)F N-((S)-(4,4-difluoro-cyclohexyl)(5-((S)-2-methoxy-1-((S)-2-oxo-4-(trifluoromethyl)imidazolidin-1-yl)ethyl)benzo[d]oxazol-2-yl)methyl)-4-ethyloxazole-5-carboxamide